4-chloro-3-(4-cyano-6-(trifluoromethyl)pyridin-3-yl)-N-(2-(3-hydroxypropoxy)-6-methylphenyl)-N-methylbenzamide ClC1=C(C=C(C(=O)N(C)C2=C(C=CC=C2C)OCCCO)C=C1)C=1C=NC(=CC1C#N)C(F)(F)F